3-[1-hydroxy-2-(3-methoxyphenylamino)ethyl]-1H-1,2,4-triazole-5(4H)-thione OC(CNC1=CC(=CC=C1)OC)C1=NNC(N1)=S